6-(8-(benzo[d]thiazol-2-ylcarbamoyl)-3,4-dihydroisoquinolin-2(1H)-yl)-3-(2-methyl-4-phenoxyphenyl)picolinic acid tert-butyl ester C(C)(C)(C)OC(C1=NC(=CC=C1C1=C(C=C(C=C1)OC1=CC=CC=C1)C)N1CC2=C(C=CC=C2CC1)C(NC=1SC2=C(N1)C=CC=C2)=O)=O